S1C(=NC2=C1C=C(C=C2)NC(=O)[O-])NC(=O)OC2=C(C=CC=C2)C(C)(C)C tert-butylphenyl benzo[D]thiazole-2,6-dicarbamate